OC(COC1=CC(=C(C=C1)C1=NC(=NC(=N1)C1=C(C=C(C=C1)C)C)C1=C(C=C(C=C1)C)C)O)COCCCCCCCCCCCC 2-[4-[(2-Hydroxy-3-dodecyloxypropyl)oxy]-2-hydroxyphenyl]-4,6-bis(2,4-dimethylphenyl)-1,3,5-triazine